N-(4-phenyl-1,3-thiazol-2-yl)hexanamide C1(=CC=CC=C1)C=1N=C(SC1)NC(CCCCC)=O